S(=S)(=O)([O-])[O-].[NH4+].[NH4+] Ammonium thio-sulfat